3-fluoro-1-oxo-5-(2-pyridyloxy)pyridin-1-ium FC=1C[N+](C=C(C1)OC1=NC=CC=C1)=O